[Br-].C(CCCCCCCCCCC)[N+](CCOC1=CC=CC=C1)(C)C dodecyl-dimethyl-benzeneoxyethyl-ammonium bromide